4,5-dimethoxy-2-nitrobenzyl 1H-imidazole-1-carboxylate N1(C=NC=C1)C(=O)OCC1=C(C=C(C(=C1)OC)OC)[N+](=O)[O-]